6-amino-N-{2-[3-amino-4-(fluoromethyl)pyrrolidin-1-yl]-5,6,7,8-tetrahydroquinolin-6-yl}-2-methylthieno[2,3-d][1,3]thiazole-5-carboxamide NC1=C(SC=2N=C(SC21)C)C(=O)NC2CC=1C=CC(=NC1CC2)N2CC(C(C2)CF)N